N-(4-chloro-3-formylbenzyl)isobutyramide ClC1=C(C=C(CNC(C(C)C)=O)C=C1)C=O